N-(3-cyclopropyl-5-(((3R,5S)-3,5-dimethylpiperazin-1-yl)methyl)phenyl)-5-methyl-4-(6-methyl-1H-indol-3-yl)pyrimidin-2-amine C1(CC1)C=1C=C(C=C(C1)CN1C[C@H](N[C@H](C1)C)C)NC1=NC=C(C(=N1)C1=CNC2=CC(=CC=C12)C)C